6-bromo-1-cyclopropyl-4-fluoro-1H-indol-2-amine BrC1=CC(=C2C=C(N(C2=C1)C1CC1)N)F